4-(4-Chlorophenyl)-1-[(1-methylpyrazol-4-yl)methyl]pyrazole ClC1=CC=C(C=C1)C=1C=NN(C1)CC=1C=NN(C1)C